glycerol lactate hydroxybutyrate OC(C(=O)OC(COC(C(O)C)=O)CO)CC